C1=NC(=C2C(=N1)N(C=N2)[C@H]3[C@@H]([C@@H]([C@H](O3)CO)O)OP(=O)(O)O)N phosphoadenosine